IC1=C(C=CC=C1)N(C(OC(C)(C)C)=O)C1=CC=C(C=C1)[N+](=O)[O-] Tert-butyl (2-iodophenyl)(4-nitrophenyl)carbamate